dibenzocyclobutene C1=CC=CC2=C1C1=C2C=CC=C1